C(CCCCCCCCCCCCCCCCCCCCCCC)C1=C(C(=CC=C1)N)N tetraeicosylbenzene-1,2-diamine